CC=1C=CC(=C(C1)C=1C(=C(C(=CC1O)CCCCC)S(=O)(=O)C1=C(C(=C(C(=C1F)F)F)F)F)O)C(=C)C 5'-methyl-4-pentyl-3-((perfluorophenyl)sulfonyl)-2'-(prop-1-en-2-yl)-[1,1'-biphenyl]-2,6-diol